O[C@H]1CN(CC1)C1=CC=C(C=N1)C1=NC(=C(C=C1)NC(=O)C=1C(=NOC1C)C1=CC=CC=C1)OC (R)-N-(6'-(3-Hydroxypyrrolidin-1-yl)-6-methoxy-[2,3'-bipyridin]-5-yl)-5-methyl-3-phenylisoxazole-4-carboxamide